O=C1N(C(C=C1)=O)CCNC(CCCSSC(CCC(=O)OC([C@@H](NC)C)=O)(C)C)=O (4-((4-((2-(2,5-dioxo-2,5-dihydro-1H-pyrrol-1-yl)ethyl)amino)-4-oxobutyl)disulfaneyl)-4-methylpentanoyl)-N-methyl-L-alaninate